3-[4-(benzotriazol-1-ylmethyl)phenyl]-5-(trifluoromethyl)-1,2,4-oxadiazole N1(N=NC2=C1C=CC=C2)CC2=CC=C(C=C2)C2=NOC(=N2)C(F)(F)F